2-(4-(2,7-Diazaspiro[3.5]nonane-2-carbonyl)phenyl)-5-phenyl-4-(2-phenylhydrazino)-2,4-dihydro-3H-pyrazol-3-one C1N(CC12CCNCC2)C(=O)C2=CC=C(C=C2)N2N=C(C(C2=O)NNC2=CC=CC=C2)C2=CC=CC=C2